(4S)-1-fluorenylmethoxycarbonyl-4-tert-butoxycarbonyl-D-proline C1(=CC=CC=2C3=CC=CC=C3CC12)COC(=O)N1[C@H](C[C@@H](C1)C(=O)OC(C)(C)C)C(=O)O